OC1=C(C=C(C=C1)C1=CCC(C=C1)(C1=CC=CC=C1)O)C 4,4'-dihydroxy-3-methyl-p-terphenyl